C(CCCCCCC\C=C/CCCCCCCC)(=O)O[C@@H]1O[C@@H]([C@H]([C@H]1OC(CCCCCCC\C=C/CCCCCCCC)=O)OC(CCCCCCC\C=C/CCCCCCCC)=O)CO (2S,3R,4R,5R)-5-(Hydroxymethyl)tetrahydrofuran-2,3,4-triyl Trioleate